(S)-4,11-diethyl-4-hydroxy-3,14-dioxo-3,4,12,14-tetrahydro-1H-pyrano[3',4':6,7]indolizino[1,2-b]quinolin-9-yl methyl(2-(methylamino)ethyl)carbamate 2,2,2-trifluoroacetate FC(C(=O)O)(F)F.CN(C(OC1=CC=2C(=C3C(=NC2C=C1)C1=CC2=C(C(N1C3)=O)COC([C@]2(O)CC)=O)CC)=O)CCNC